3-(tert-butyl)styrene tert-Butyl-N-[(3S,5S)-1-[2-chloro-5-(1-isopropylpyrazol-4-yl)-4-pyridyl]-5-fluoro-3-piperidyl]carbamate C(C)(C)(C)OC(N[C@@H]1CN(C[C@H](C1)F)C1=CC(=NC=C1C=1C=NN(C1)C(C)C)Cl)=O.C(C)(C)(C)C=1C=C(C=C)C=CC1